4,4',6,6'-tetramethoxy-2,2'-biphenol COC=1C=C(C(=C(C1)OC)O)C=1C(=C(C=C(C1)OC)OC)O